5-fluoro-1-[(2R,3S,4R)-3-fluoro-5,5-bis(hydroxymethyl)-4-[(4-methoxyphenyl)diphenylmethoxy]oxolan-2-yl]-3H-pyrimidine-2,4-dione FC=1C(NC(N(C1)[C@@H]1OC([C@H]([C@@H]1F)OC(C1=CC=CC=C1)(C1=CC=CC=C1)C1=CC=C(C=C1)OC)(CO)CO)=O)=O